3-(N-(3-chlorophenyl)sulfamoyl)-N-(pyridin-3-yl)benzamide ClC=1C=C(C=CC1)NS(=O)(=O)C=1C=C(C(=O)NC=2C=NC=CC2)C=CC1